(E)-1-(3-chloro-4,5-dihydroxyphenyl)ethan-1-one O-(3-(5-methyl-1,2,4-oxadiazol-3-yl)benzyl) oxime CC1=NC(=NO1)C=1C=C(CO\N=C(/C)\C2=CC(=C(C(=C2)O)O)Cl)C=CC1